C(C(=C)C)(=O)OC(C(C)C)(C)C(C)C 1-isopropyl-1,2-dimethylpropyl methacrylate